N,N-Diformylaniline C(=O)N(C1=CC=CC=C1)C=O